Cl.NCC1=NOC(C1)(C(=O)OCC)COC1CCCCC1 Ethyl 3-(aminomethyl)-5-((cyclohexyloxy)methyl)-4,5-dihydroisoxazole-5-carboxylate hydrochloride